OC1[C@H](O[C@H]([C@@H](C1=O)O)OC1=CC=CC=C1)CO (2R,5S,6S)-3,5-dihydroxy-2-(hydroxymethyl)-6-phenoxytetrahydro-4H-pyran-4-one